3-[[2-(3-carbamimidoylphenyl)-1-thiazol-2-yl-ethyl]sulfamoyl]-N-(2-methoxyethyl)benzamide C(N)(=N)C=1C=C(C=CC1)CC(C=1SC=CN1)NS(=O)(=O)C=1C=C(C(=O)NCCOC)C=CC1